[4-(5-methyloxazolo[4,5-b]pyridin-2-yl)piperazin-1-yl]-[4-[1-(2,2,2-trifluoroethyl)triazol-4-yl]phenyl]methanone CC1=CC=C2C(=N1)N=C(O2)N2CCN(CC2)C(=O)C2=CC=C(C=C2)C=2N=NN(C2)CC(F)(F)F